C1(CCC1)C=1C(=NN(C1NC(=O)N1CC(C1)(F)F)C)C1CC(C1)(F)F N-(4-cyclobutyl-3-(3,3-difluorocyclobutyl)-1-methyl-1H-pyrazol-5-yl)-3,3-difluoroazetidine-1-carboxamide